FC1=C(OC2CC3C(CN(C3)C(=O)OC(C)(C)C)C2)C=CC(=C1)C(F)(F)F tert-butyl 5-(2-fluoro-4-(trifluoromethyl)phenoxy)hexahydrocyclopenta[c]pyrrole-2(1H)-carboxylate